8,9-difluoro-1-(methylamino)-2,3,4,5-tetrahydro-1H-phenanthridin-6-one FC=1C=C2C(NC=3CCCC(C3C2=CC1F)NC)=O